N-[(1R)-2-[(3S)-3-aminopyrrolidin-1-yl]-1-methyl-2-oxo-ethyl]-2-chloro-4-[[3-[1-(cyanomethyl)-3-(trifluoromethyl)pyrazol-4-yl]imidazo[1,2-a]pyrazin-8-yl]amino]benzamide formate C(=O)O.N[C@@H]1CN(CC1)C([C@@H](C)NC(C1=C(C=C(C=C1)NC=1C=2N(C=CN1)C(=CN2)C=2C(=NN(C2)CC#N)C(F)(F)F)Cl)=O)=O